C12CNCCC2(C1)C1=CC=CC(=N1)OCC1=C(C=C(C#N)C=C1)F 4-(((6-(3-azabicyclo[4.1.0]heptan-6-yl)pyridin-2-yl)oxy)methyl)-3-fluorobenzonitrile